Cl.ClC1=CC=C2C(=C(N(C2=C1C=1C(=NN(C1C)C)C)CCN1C(CNCC1C)C)C(=O)OC(C)(C)C)CCCOC1=CC=CC2=CC(=CC=C12)F tert-butyl 6-chloro-1-[2-(2,6-dimethylpiperazin-1-yl)ethyl]-3-{3-[(6-fluoronaphthalen-1-yl)oxy]propyl}-7-(1,3,5-trimethyl-1H-pyrazol-4-yl)-1H-indole-2-carboxylate hydrochloride